Cl.COC(=O)C1(CCNCC1)OC methyl-4-methoxypiperidine-4-carboxylate hydrochloride